CC1=CC=CC(=N1)C1=NN(C=C1C1=CC=NC2=CC=CC=C12)C(NC1=CC=CC=C1)=S 3-(6-methylpyridin-2-yl)-1-phenylthiocarbamoyl-4-quinolin-4-ylpyrazole